N-acetyl-L-glucosaminyl-L-threonine C(C)(=O)N([C@@H]([C@H](O)C)C(=O)O)C1[C@@H](N)[C@H](O)[C@@H](O)[C@@H](O1)CO